Chlorocarbonylphosphinic acid ClC(=O)P(O)=O